FC(S(=O)(=O)OC1=NN2C(C=CC(=C2)F)=C1)(F)F 6-fluoropyrazolo[1,5-a]pyridin-2-yl trifluoromethanesulfonate